C(CCCCCCC(=O)OCC(CCCCCCCC)CCCCCC)(=O)OCC(COC(CCCCC(=O)OC(CCCCCCCC)CCCCCCCC)=O)OC(CCCN(C)C)=O 1-(2-((4-(dimethylamino) butanoyl) oxy)-3-((6-(heptadecan-9-yloxy)-6-oxohexanoyl) oxy) propyl) 8-(2-hexyldecyl) suberate